Amino-2-Propanone NCC(C)=O